N'-{(9-benzyl-1,5,9-triazacyclododecane-1,5-diyl)bis[methylene(2-hydroxy-5-methyl-3,1-phenylene)]}bis[3-hydroxy-2-(hydroxymethyl)propanamide] C(C1=CC=CC=C1)N1CCCN(CCCN(CCC1)CC=1C(=C(C=C(C1)C)C(C(=O)N)(CO)CO)O)CC=1C(=C(C=C(C1)C)C(C(=O)N)(CO)CO)O